ClC=1C=CC(=NC1)[C@]1(OC2=C(O1)C=CC=C2C2=CC[C@@H](OC2)CC2=NC1=C(N2C[C@H]2OCC2)C=C(C=C1)C(=O)O)C 2-(((R)-5-((R)-2-(5-chloropyridin-2-yl)-2-methylbenzo[d][1,3]dioxol-4-yl)-3,6-dihydro-2H-pyran-2-yl)methyl)-1-(((S)-oxetan-2-yl)methyl)-1H-benzo[d]imidazole-6-carboxylic acid